NC1=CC(=C(C=C1)N1CCC2(CC(C2)=O)CC1)Cl 7-(4-amino-2-chlorophenyl)-7-azaspiro[3.5]nonan-2-one